O=C1NC(CCC1N1CC2=CC=C(C=C2C1=O)CNC(OCC1=CC(=CC=C1)OC(C)C)=O)=O [3-(propan-2-yloxy)phenyl]methyl N-{[2-(2,6-dioxopiperidin-3-yl)-3-oxo-2,3-dihydro-1H-isoindol-5-yl]methyl}carbamate